[(2R,3S,4R,5R)-5-[2-chloro-4-[[(1R)-1-(5-fluoro-2-pyridyl)ethyl]-amino]pyrrolo[2,3-d]-pyrimidin-7-yl]-3,4-dihydroxy-tetrahydro-furan-2-yl]methoxy-methylphosphonic acid ClC=1N=C(C2=C(N1)N(C=C2)[C@H]2[C@@H]([C@@H]([C@H](O2)COCP(O)(O)=O)O)O)N[C@H](C)C2=NC=C(C=C2)F